4-(1-benzothiophen-2-yl)-2-(morpholin-4-yl)-8-(1H-pyrazol-5-yl)-1,7-naphthyridine S1C(=CC2=C1C=CC=C2)C2=CC(=NC1=C(N=CC=C21)C2=CC=NN2)N2CCOCC2